(4-Methylthiophenyl)-2-morpholinopropane-1-one CC=1C=C(SC1)C(C(C)N1CCOCC1)=O